ClC1=CC=C(C=C1)N1CCN(CC1)C(=O)NC1=CC(=CC(=C1)OC1=CC=C(C=C1)OC)OC1=CC=C(C=C1)F 4-(4-chlorophenyl)-N-(3-(4-fluorophenoxy)-5-(4-methoxyphenoxy)phenyl)piperazine-1-carboxamide